ClC=1C(=CC(=NC1)N[C@H]1CN(CC1)C(=O)C1=CC=C(C=C1)NC(C=C)=O)OC (R)-N-(4-(3-((5-chloro-4-methoxypyridin-2-yl)amino)pyrrolidine-1-carbonyl)phenyl)acrylamide